2-(but-3-en-1-yl)-1,8-naphthyridine C(CC=C)C1=NC2=NC=CC=C2C=C1